NC1=C(C(=O)NC(C)C)C=C(C=C1Cl)Cl 2-amino-3,5-dichloro-N-isopropylbenzamide